(5-((methanesulfonyl)oxy)n-pentyl)oxygen CS(=O)(=O)OCCCCC[O]